2-(4-amino-2-ethoxyphenyl)isoindole NC1=CC(=C(C=C1)N1C=C2C=CC=CC2=C1)OCC